4-(4-(2-hydroxy-1-(4-(methylsulfonyl)phenyl)ethoxy)phenyl)-N-((1-phenylpyrrolidin-3-yl)methyl)-1H-imidazole-1-carboxamide OCC(OC1=CC=C(C=C1)C=1N=CN(C1)C(=O)NCC1CN(CC1)C1=CC=CC=C1)C1=CC=C(C=C1)S(=O)(=O)C